NC=1C=NC=CC1C=1C=NC=C(C1)[C@H](CC=C)NC(OC(C)(C)C)=O (S)-tert-butyl (1-(3'-amino-[3,4'-bipyridin]-5-yl)but-3-en-1-yl)carbamate